NCC1=CC(=C(C=C1)NC(=O)C1=CC2=C(OCCC3=C2SC=C3)C=C1C=1C(=NC(=CC1)C(NC13CCC(CC1)CC3)=O)C(=O)OC)C methyl 3-(9-((4-(aminomethyl)-2-methylphenyl)carbamoyl)-4,5-dihydrobenzo[b]thieno[2,3-d]oxepin-8-yl)-6-(bicyclo[2.2.2]octan-1-ylcarbamoyl)picolinate